tert-butyl (2-((2-oxoimidazolidin-1-yl)sulfonyl)ethyl)carbamate O=C1N(CCN1)S(=O)(=O)CCNC(OC(C)(C)C)=O